ClC=1C(=C2C=NNC2=C(C1F)NC(CO)C)C=1N=CC=2N(C1)C=C(N2)NC(=O)[C@H]2[C@H](C2)F (1S,2S)-N-(6-(5-chloro-6-fluoro-7-((1-hydroxypropan-2-yl)amino)-1H-indazol-4-yl)imidazo[1,2-a]pyrazin-2-yl)-2-fluorocyclopropane-1-carboxamide